1-(3-(1,5-dimethyl-1H-pyrazol-3-yl)-6-ethyl-8-fluoro-4-methylquinolin-2-yl)-N-((3R,4S)-3-fluorotetrahydro-2H-pyran-4-yl)piperidin-4-amine CN1N=C(C=C1C)C=1C(=NC2=C(C=C(C=C2C1C)CC)F)N1CCC(CC1)N[C@@H]1[C@H](COCC1)F